3,5,7-trihydroxychromen OC=1COC2=CC(=CC(=C2C1)O)O